2-oxo-N-(1H-pyrazolo[4,3-c]pyridin-7-yl)-2-[(2R,5S)-2-[2-[3-[(dimethylamino)methyl]oxetan-3-yl]-1,3-benzothiazol-5-yl]-5-methyl-1-piperidyl]acetamide O=C(C(=O)NC=1C2=C(C=NC1)C=NN2)N2[C@H](CC[C@@H](C2)C)C=2C=CC1=C(N=C(S1)C1(COC1)CN(C)C)C2